5-(3,5-dimethyl-4-(4-(1-methylpiperidin-4-yl)piperazin-1-yl)phenyl)-3-(4-(S-methylsulfonyl)phenyl)-1H-pyrrolo[2,3-b]pyridine CC=1C=C(C=C(C1N1CCN(CC1)C1CCN(CC1)C)C)C=1C=C2C(=NC1)NC=C2C2=CC=C(C=C2)S(=O)(=O)C